NC1=NC=2C=CC=CC2C2=C1N=C(N2CCCCNC(\C=C\C2=CC=C(C=C2)N(C)C)=O)CC (E)-N-(4-(4-amino-2-ethyl-1H-imidazo[4,5-c]quinolin-1-yl)butyl)-3-(4-(dimethylamino)phenyl)acrylamide